methyl-2-oxazoleethanol CC=1N=C(OC1)CCO